NC=1N=C(C=2C(N1)=NN(N2)C=2C=C(C(=O)O)C=CC2)O 3-(5-amino-7-hydroxy-[1,2,3]triazolo[4,5-d]pyrimidin-2-yl)-benzoic acid